CC1=CC(=NC(=N1)C=1C=NC(=CC1)N1CC2N(C(C1)C2)CC2=CC=C(C=C2)N2N=CC(=C2)F)NC2=NNC(=C2)C 6-methyl-2-(6-(6-(4-(4-fluoro-1H-pyrazol-1-yl)benzyl)-3,6-diazabicyclo[3.1.1]heptan-3-yl)pyridin-3-yl)-N-(5-methyl-1H-pyrazol-3-yl)pyrimidin-4-amine